COC(C1=NC=CC(=C1CBr)N(C(=O)OC(C)(C)C)C(=O)OC(C)(C)C)=O 4-(Bis(t-Butoxycarbonyl)amino)-3-(bromomethyl)picolinic acid methyl ester